C(C)(C)(C)OC(=O)N1CC=2N(CCC1)N=C(C2)P(=O)(C)C (Dimethylphosphoryl)-7,8-dihydro-4H-pyrazolo[1,5-a][1,4]diazepine-5(6H)-carboxylic acid tert-butyl ester